CC1(OB(OC1(C)C)[C@@H]1[C@H](C1)C1=CC=C2C3(C(N(C2=C1)CC(F)(F)F)=O)CC3)C 6'-((1S,2S)-2-(4,4,5,5-tetramethyl-1,3,2-dioxaborolan-2-yl)cyclopropyl)-1'-(2,2,2-trifluoroethyl)spiro[cyclopropane-1,3'-indolin]-2'-one